ClC1=NN(C(=N1)C(=O)N1[C@@H](C2=C(CC1)NC=N2)C2=NN1C(C(=CC=C1)C)=C2)C (S)-(3-chloro-1-methyl-1H-1,2,4-triazol-5-yl)(4-(4-methylpyrazolo[1,5-a]pyridin-2-yl)-6,7-dihydro-1H-imidazo[4,5-c]pyridin-5(4H)-yl)methanone